ClC=1C=CC2=C(C(=NO2)C(=O)O)C1 5-chlorobenzo[d]isoxazole-3-carboxylic acid